(S)-2-(2-methylazetidin-1-yl)-4-(1H-pyrazol-3-yl)-6,7-dihydro-5H-cyclopenta[d]pyrimidine C[C@@H]1N(CC1)C=1N=C(C2=C(N1)CCC2)C2=NNC=C2